CC1([C@H](C1)C(=O)N)C (S)-2,2-dimethylcyclopropanemethanamide